quinolin-4-yl (4-((3-(2,6-dimethylphenylseleno) prop-1-en-1-yl) oxy) benzyl) carbonate C(OC1=CC=NC2=CC=CC=C12)(OCC1=CC=C(C=C1)OC=CC[Se]C1=C(C=CC=C1C)C)=O